C1(=C(C=CC=C1)S(=O)(=O)C1=CC=C(C=C1)NC(=O)NCC1=CC=NC=C1)C1=CC=CC=C1 1-(4-([1,1'-Biphenyl]-2-ylsulfonyl)phenyl)-3-(pyridin-4-ylmethyl)urea